N1=C(C=CC=C1)N1N=CN=C1C(C)NC1=NC=CC2=C(C=CC=C12)C(F)(F)F N-[1-[2-(2-pyridyl)-1,2,4-triazol-3-yl]ethyl]-5-(trifluoromethyl)isoquinolin-1-amine